(2-(Trifluoromethyl)pyridin-4-yl)acetonitrile FC(C1=NC=CC(=C1)CC#N)(F)F